1,5-diazepane N1CCCNCC1